sodium 3-((1R,3S,5r,7r)-4'-methoxyspiro[adamantane-2,3'-[1,2]dioxetan]-4'-yl)phenyl phosphate P(=O)(OC1=CC(=CC=C1)C1(C2(OO1)C1CC3CC(CC2C3)C1)OC)([O-])[O-].[Na+].[Na+]